CNC(=O)C=1N=C(C2=CC=NC=C2C1)N1CCCC2=CC(=C(C=C12)C(F)F)C1CCN(CC1)C(C)=O 1-[6-(1-acetylpiperidin-4-yl)-7-difluoromethyl-3,4-dihydro-2H-quinolin-1-yl]-[2,6]naphthyridine-3-carboxylic acid methylamide